FC(C(=O)O)(F)F.FC1(C2(CCN(C2)C(=O)C2=C3N(C=4C=CC=CC24)CCC3)CCNC1)F (6,6-difluoro-2,8-diazaspiro[4.5]decan-2-yl)(2,3-dihydro-1H-pyrrolo[1,2-a]indol-9-yl)methanone trifluoroacetate